6-methyl-3-(trifluoromethyl)-5,6,7,8-tetrahydro-[1,2,4]triazolo[4,3-a]pyrazine CC1NCC=2N(C1)C(=NN2)C(F)(F)F